3-isopropyl-6-methyl-1,2-phenylene bis(dimethylcarbamate) CN(C(OC1=C(C(=CC=C1C)C(C)C)OC(N(C)C)=O)=O)C